C12(CC(C1)C2)C(=O)N2[C@H]([C@H]([C@H](C2)F)NS(=O)(=O)CC)CC=2C(=C(C=CC2)C2=C(C(=CC=C2)F)F)F N-{(2S,3R,4S)-1-(bicyclo[1.1.1]pentane-1-carbonyl)-4-fluoro-2-[(2,2',3'-trifluoro[1,1'-biphenyl]-3-yl)methyl]pyrrolidin-3-yl}ethanesulfonamide